5-((4-(dimethylamino)phenyl)amino)-1H-pyrrolo[3,2-c][2,7]naphthyridine-2-carboxylic acid CN(C1=CC=C(C=C1)NC1=NC2=C(C=3C=CN=CC13)NC(=C2)C(=O)O)C